BrC=1CC=2C=C3CC(CC3=CC2C1)(C)C 6-bromo-2,2-dimethyl-1,2,3,5-tetrahydro-s-indacene